C(=O)(OC(C)(C)C)C=1N=C(C(=NC1Br)N)Br Boc-3,6-Dibromopyrazin-2-amine